1,1-dimethyl-N-[(2-methylprop-2-yl)diphenylsilyl]-1-oxo-λ6-sulfanimine CS(=N[Si](C1=CC=CC=C1)(C1=CC=CC=C1)C(C)(C)C)(=O)C